C(C)(C)(C)OC(=O)N1CCC(CC1)C=1C=C(C(=O)O)C=CC1 3-(1-(tert-butoxycarbonyl)piperidin-4-yl)benzoic acid